C(C)(C)(C)OC(=O)N1C(C2=CC=C(C=C2CC1)C(=O)O)C 2-(tert-butoxycarbonyl)-1-methyl-1,2,3,4-tetrahydroisoquinoline-6-carboxylic acid